(7S,8R,9R)-2,3-Dimethyl-8-hydroxy-9-phenyl-7-(2-propoxy)-7,8,9,10-tetrahydro-imidazo[1,2-h][1,7]naphthyridine CC=1N=C2N(C=CC=3[C@@H]([C@@H]([C@H](NC23)C2=CC=CC=C2)O)OC(C)C)C1C